C(CCC)C=1C=C2C(=NC1CO)C(CN2)(C)C (6-butyl-3,3-dimethyl-2,3-dihydro-1H-pyrrolo[3,2-b]pyridin-5-yl)-methanol